N1=CN=C(C2=CC=CC=C12)N1CCC2(CCN(C2)S(=O)(=O)N)CC1 8-(quinazolin-4-yl)-2,8-diazaspiro[4.5]decane-2-sulfonamide